7-(3-(difluoromethoxy)phenyl)-6,8-dimethylpyrrolo[1,2-d][1,2,4]triazin-1(2H)-one FC(OC=1C=C(C=CC1)C=1C(=C2N(C=NNC2=O)C1C)C)F